(2S)-2-[3-[2-[[(R)-phenyl-[(3R)-1,2,3,4-tetrahydropyrido[2,3-b]pyrazin-3-yl]methyl]amino]ethyl]phenyl]butanoic acid C1(=CC=CC=C1)[C@H]([C@H]1CNC2=C(N1)N=CC=C2)NCCC=2C=C(C=CC2)[C@@H](C(=O)O)CC